ClC1=NC=2N[C@H](C(NC2C=N1)=O)C (7S)-2-chloro-7-methyl-7,8-dihydropteridin-6(5H)-one